C(=O)O.C(#N)CN1N=C(C(=C1)C1=CN=C2N1C=CN=C2NC2=CC(=C(C(=O)NCC(NCC1NCCC1)=O)C=C2)CC)C(F)(F)F 4-[[3-[1-(cyanomethyl)-3-(trifluoromethyl)pyrazol-4-yl]imidazo[1,2-a]pyrazin-8-yl]amino]-2-ethyl-N-[2-oxo-2-(pyrrolidin-2-ylmethylamino)ethyl]benzamide formate